C1=C(C=CC2=CC=CC=C12)S(=O)(=O)CS(=O)(=O)C1=CC2=CC=CC=C2C=C1 bis(β-naphthylsulfonyl)methane